C(CCCCCCCCCCCCCCC)(=O)OC[C@@H](OC(CCCC=O)=O)COP(=O)(O)OCC[N+](C)(C)C 1-palmitoyl-2-(5-oxopentanoyl)-sn-glycero-3-phosphorylcholine